C(C)OC(CC1C2CN(CC1C2)C=2C1=C(N=C(N2)S(=O)(=O)C)C(CC1)(F)F)=O ethyl-2-(3-(7,7-difluoro-2-(methylsulfonyl)-6,7-dihydro-5H-cyclopenta[d]pyrimidin-4-yl)-3-azabicyclo[3.1.1]heptan-6-yl)acetate